C(C)(C)(C)OC(=O)N1CC2CCC(C1)C2CNC(=O)C2=CC1=C(NN=N1)C=C2 8-((1H-benzo[d][1,2,3]triazole-5-carboxamido)methyl)-3-azabicyclo[3.2.1]octane-3-carboxylic acid tert-butyl ester